6-(3,6-diazabicyclo[3.1.1]heptan-3-yl)-6-(2-hydroxy-2-methylpropyloxy)pyrazolo[1,5-a]pyridine-3-carbonitrile dihydrochloride Cl.Cl.C12CN(CC(N1)C2)C2(C=CC=1N(C2)N=CC1C#N)OCC(C)(C)O